C1(CC2C(CC1)O2)OC([2H])([2H])[2H] 3,4-Epoxycyclohexylmethanol-d3